ClC=1C(=C(C=CC1Cl)NC1=NC=NC2=CC(=C(C=C12)OC1CN(CCC1)C(=O)OC(C)(C)C)OC)F tert-butyl 3-((4-((3,4-dichloro-2-fluorophenyl)amino)-7-methoxyquinazolin-6-yl) oxy)piperidine-1-carboxylate